ClC1=NN=C2N1C1=CC=C(C=C1C(=N2)N2CCCC1=C(C=CC=C21)C#CC2(CC2)C)F chloro-7-fluoro-5-(5-((1-methylcyclopropyl)ethynyl)-3,4-dihydroquinolin-1(2H)-yl)-[1,2,4]triazolo[4,3-a]quinazoline